2-(3-(Hydroxymethyl)-4-(1-methyl-5-(5-(4-(oxetan-3-yl)piperazin-1-yl)pyridin-2-ylamino)-6-oxo-1,6-dihydropyridin-3-yl)pyridin-2-yl)-3,4,6,7,8,9-hexahydropyrazino[1,2-a]indol-1(2H)-one OCC=1C(=NC=CC1C1=CN(C(C(=C1)NC1=NC=C(C=C1)N1CCN(CC1)C1COC1)=O)C)N1C(C=2N(C=3CCCCC3C2)CC1)=O